C(=C)OC=1C=C2C(OC(C2=CC1)=O)=O 5-(vinyloxy)isobenzofuran-1,3-dione